C(CN(C(OC[C@]1(N2CCC(C1=O)CC2)COC)=O)C)N(C(OC[C@]2(N1CCC(C2=O)CC1)COC)=O)C bis(((1S,2R,4S)-2-(methoxymethyl)-3-oxoquinuclidin-2-yl)methyl) ethane-1,2-diylbis(methylcarbamate)